P(=O)(OC1=C(C=CC=C1)C(C)(C)C)(OC1=C(C=CC=C1)C(C)(C)C)OC1=CC=CC=C1 di(t-butylphenyl) phenyl phosphate